C(CCCCCCCCC)P([O-])(=O)CCCCCCCCCC.[Nd+3].C(C)C(CP([O-])(=O)CC(CCCC)CC)CCCC.C(C)C(CP([O-])(=O)CC(CCCC)CC)CCCC.C(C)C(CP([O-])(=O)CC(CCCC)CC)CCCC.[Nd+3] neodymium tris-[bis(2-ethylhexyl) phosphinate] neodymium didecylphosphinate